N6-[2-amino-2-(3-bromophenyl)ethyl]-N4,1-dimethylpyrazolo[3,4-d]pyrimidine-4,6-diamine NC(CNC1=NC(=C2C(=N1)N(N=C2)C)NC)C2=CC(=CC=C2)Br